CO[C@@H]1C(N(CCC1)C1=NC(=NC=C1)N1CCC(CC1)C(=O)N1OCC[C@H]1C=1C=NC(=CC1)C)=O (3S)-3-methoxy-1-[2-[4-[(3S)-3-(6-methylpyridin-3-yl)-1,2-oxazolidine-2-carbonyl]piperidin-1-yl]pyrimidin-4-yl]piperidin-2-one